6-(2-amino-6-fluoro-5-(4-(1-isopropyl-4-methoxypiperidin-4-yl)phenyl)pyridin-3-yl)-3,4-dihydroisoquinolin-1(2H)-one NC1=NC(=C(C=C1C=1C=C2CCNC(C2=CC1)=O)C1=CC=C(C=C1)C1(CCN(CC1)C(C)C)OC)F